3-(5-chloro-7-{[(furan-2-yl)methyl]amino}-3-methylthieno[3,2-b]pyridin-2-yl)-N-(3-methoxyphenyl)-D-alaninamide hydrochloride Cl.ClC1=CC(=C2C(=N1)C(=C(S2)C[C@@H](N)C(=O)NC2=CC(=CC=C2)OC)C)NCC=2OC=CC2